C(C1=CC=CC=C1)N(C(=O)OCC1=CC=C(C=C1)CO)[C@H](C(=O)N[C@@H](CC1CC1)CN[C@H](C=O)C[C@H]1C(NCC1)=O)C(C)(C)C 1,4-phenylenedimethanol benzyl-((S)-1-(((S)-1-cyclopropyl-3-(((S)-1-oxo-3-((S)-2-oxopyrrolidin-3-yl)propan-2-yl)amino)propan-2-yl)amino)-3,3-dimethyl-1-oxobutan-2-yl)carbamate